NC1CC(C1)OC[C@H]1C(NCCN([C@H](C(N([C@H](C(N[C@H](C(N[C@H](C(N1)=O)CN)=O)C1CCCCC1)=O)CC(C)C)C)=O)C)CCCCCC)=O (3S,6S,9S,12S,15S)-3-(((1r,3S)-3-aminocyclobutoxy)methyl)-6-(aminomethyl)-9-cyclohexyl-16-hexyl-12-isobutyl-13,15-dimethyl-1,4,7,10,13,16-hexaazacyclooctadecane-2,5,8,11,14-pentaone